ClC1=CC=C(C2=C1C=C(O2)F)COC2=NC(=NC=C2F)C2=CCC(CC2)CC=2N(C1=C(N2)SC(=C1)C(=O)O)C[C@H]1OCC1 2-((4-(4-((4-chloro-2-fluorobenzofuran-7-yl)methoxy)-5-fluoropyrimidin-2-yl)cyclohex-3-en-1-yl)methyl)-1-(((S)-oxetan-2-yl)methyl)-1H-thieno[2,3-d]imidazole-5-carboxylic acid